2-(2-chlorophenyl)-N-(2-propyl-4-sulfonylamino-2H-indazol-6-yl)acetamide ClC1=C(C=CC=C1)CC(=O)NC=1C=C(C2=CN(N=C2C1)CCC)N=S(=O)=O